ClC1=CC=C(C(=O)N2CCC3(CC2)C(NC2=CC=C(C=C23)C(=O)OC)=O)C=C1 Methyl 1'-(4-chlorobenzoyl)-2-oxospiro[indoline-3,4'-piperidine]-5-carboxylate